2-(2-(cyclopropanesulfonylamino)pyrimidin-4-yl)-N-(4-(5-isopropoxypyridin-3-yl)phenyl)-2-methylpropanamide C1(CC1)S(=O)(=O)NC1=NC=CC(=N1)C(C(=O)NC1=CC=C(C=C1)C=1C=NC=C(C1)OC(C)C)(C)C